FC1=NC=C(C(=O)[O-])C=C1 6-fluoronicotinate